2-amino-3-methyl-N-((4S)-4,5,6,7-tetrahydro-1-benzofuran-4-yl)-N-((5-(trifluoromethyl)-2-pyridinyl)methyl)-6-quinolinecarboxamide NC1=NC2=CC=C(C=C2C=C1C)C(=O)N(CC1=NC=C(C=C1)C(F)(F)F)[C@H]1CCCC2=C1C=CO2